6,15-Dihydroanthrazine C1=CC=CC2=CC3=C4NC5=CC=C6C=C7C=CC=CC7=CC6=C5NC4=CC=C3C=C12